C(C=1C(O)=CC=CC1)=C(C(C)N)N salicylidene-1,2-diaminopropane